1-(4-bromophenyl)-5-methyl-1,2,3-triazole BrC1=CC=C(C=C1)N1N=NC=C1C